Tert-butyl (R)-2-(((5-(2-((6-methoxy-5-methylpyridazin-3-yl)amino)pyrazolo[1,5-a]pyridin-5-yl)-1-methyl-1H-pyrazol-4-yl)oxy)methyl)azetidine-1-carboxylate COC1=C(C=C(N=N1)NC1=NN2C(C=C(C=C2)C2=C(C=NN2C)OC[C@@H]2N(CC2)C(=O)OC(C)(C)C)=C1)C